2,6-bis(1-ethoxyethoxy)benzaldehyde C(C)OC(C)OC1=C(C=O)C(=CC=C1)OC(C)OCC